3-[2-(4-fluorophenyl)-5-hydroxy-1H-indol-3-yl]-N-[(3S)-2-oxopyrrolidin-3-yl]propanamide FC1=CC=C(C=C1)C=1NC2=CC=C(C=C2C1CCC(=O)N[C@@H]1C(NCC1)=O)O